CN(C(OC(C)(C)C)=O)C1CCC2=C(C=C(S2)C)C1 tert-butyl N-methyl-N-(2-methyl-4,5,6,7-tetrahydrobenzothiophen-5-yl)carbamate